N-(4-(3-chlorophenyl)-6-(4-methoxyphenyl)pyrimidin-2-yl)-2-(pyrrolidin-1-yl)acetamide ClC=1C=C(C=CC1)C1=NC(=NC(=C1)C1=CC=C(C=C1)OC)NC(CN1CCCC1)=O